N1C(=NC=C1)C=1C=CC=C(C1C(=O)O)O.C(C=1C(O)=CC=CC1)(=O)O.N1C=NC=C1 Imidazole salicylate (imidazolesalicylate)